COC(NCC1=C(C=CC(=C1)CN1C(=NC2(C1=O)CCCC2)CCCC)C2=C(C=CC=C2)S(NC2=NOC(=C2C)C)(=O)=O)=O methyl((4-((2-butyl-4-oxo-1,3-diazaspiro[4.4]non-1-en-3-yl)methyl)-2'-(N-(4,5-dimethylisoxazol-3-yl)sulfamoyl)-[1,1'-biphenyl]-2-yl)methyl)carbamate